BrC1=CC=C(C=C1)C=1C2=CC=C(N2)C(=C2C=CC(C(=C3C=CC(=C(C=4C=CC1N4)C4=CC=C(C=C4)Br)N3)C3=CC=C(C=C3)Br)=N2)C2=CC=C(C=C2)Br 5,10,15,20-tetrakis(4-bromophenyl)-porphyrin